((tert-butoxycarbonyl)amino)bicyclo[2.2.2]octane-1-carboxylic acid C(C)(C)(C)OC(=O)NC1C2(CCC(C1)CC2)C(=O)O